methyl (1s,4s)-1-methoxy-4-(4-methyl-6-((methylsulfonyl)oxy)pyrimidin-2-yl)cyclohexane-1-carboxylate COC1(CCC(CC1)C1=NC(=CC(=N1)C)OS(=O)(=O)C)C(=O)OC